FC(C1=CC=C2C(=CNC2=C1N1N=CC=C1)S(=O)(=O)NC1=NC(=C(C(=N1)OC)OCCF)OC)F 6-(difluoromethyl)-N-[5-(2-fluoroethoxy)-4,6-dimethoxy-pyrimidin-2-yl]-7-pyrazol-1-yl-1H-indole-3-sulfonic acid amide